(pyridin-2-ylmethyl)phenol N1=C(C=CC=C1)CC1=C(C=CC=C1)O